C(CCCC)OC1=CC=C(C=C1)O 4-(pentyloxy)phenol